1-(2-(cyclopentylamino)-4-methylthiazole-5-yl)-3-(dimethylamino)prop-2-en-1-one Gadolinium [Gd].C1(CCCC1)NC=1SC(=C(N1)C)C(C=CN(C)C)=O